2-aminoethyl-aniline NCCNC1=CC=CC=C1